BrC1=CC=2SCC[C@H]3N(C2N=C1C)CCNC3 (R)-3-bromo-2-methyl-6,7,7a,8,10,11-hexahydro-9H-pyrazino[1,2-d]pyrido[3,2-b][1,4]thiazepin